(E)-2-heptylthiazole-4-carbaldehyde oxime C(CCCCCC)C=1SC=C(N1)/C=N/O